1-(4-(3-(3-(tert-butyl)-1H-pyrazol-5-yl)ureido)phenyl)-1H-benzene C(C)(C)(C)C1=NNC(=C1)NC(NC1=CC=C(C=C1)C1CC=CC=C1)=O